C(CCCCCCC\C=C/CCCC)(=O)OCCCCCCCCCCCCCCCCCCCCCCCCCCCCCCCCCCCCCCO 38-hydroxyoctatriacontyl myristoleate